glyoxylic acid, glyoxylic acid salt C(C=O)(=O)O.C(C=O)(=O)O